tungsten (VI) phthalimide tetrachloride [Cl-].[Cl-].[Cl-].[Cl-].C1(C=2C(C(N1)=O)=CC=CC2)=O.[W+6]